O=C(CCCCCCC(=O)NC1=C2C=CC=NC2=CC=C1)C 8-oxo-N-quinolin-5-ylnonanamide